C(#N)C1=C(C=CC=C1COC=1C=C(C(=C2CCCC12)C=O)OCC=1C=NC=C(C#N)C1)C1=CC=CC=C1 5-(((7-((2-cyano-[1,1'-biphenyl]-3-yl)methoxy)-4-formyl-2,3-dihydro-1H-inden-5-yl)oxy)methyl)nicotinonitrile